CS(=O)(=O)OC=1OC(=CC1)C(C(CCCCCC)CCCCCC)O (5-(2-Hexyl-1-hydroxyoctyl) furan-2-yl) methanesulfonate